C(#N)C=1C=C(C=NC1)[C@H]1N(OCC1)C(=O)C1CCN(CC1)C(=O)OC(C)(C)C Tert-butyl 4-[(3S)-3-(5-cyano-3-pyridyl)isoxazolidine-2-carbonyl]piperidine-1-carboxylate